oxalat C(C(=O)[O-])(=O)[O-]